(6Z,9Z)-18-(2-bromoethoxy)octadeca-6,9-diene-d2 BrCCOCCCCCCCC\C=C/C\C=C/CCCCC([2H])[2H]